NC1=C(C(=C(C=C1)C=1C(=C2C(=NC1)NC[C@@]21C[C@](CC1)(C(=O)N)C)Cl)F)C(N(C)C)=O (1S,3S)-5'-(4-Amino-3-(dimethylcarbamoyl)-2-fluorophenyl)-4'-chloro-3-methyl-1',2'-dihydrospiro[cyclopentane-1,3'-pyrrolo[2,3-b]pyridine]-3-carboxamide